6-[[[(1,1-dimethylethyl)dimethylsilyl]oxy]methyl]-4,5,6,6a-tetrahydro-5-[(tetrahydro-2H-pyran-2-yl)oxy]-2(1H)-pentalenone CC(C)(C)[Si](OCC1C(CC2=CC(CC12)=O)OC1OCCCC1)(C)C